ClC=1C(=NC(=NC1)NC1=CC(=C(C=C1)N1CCN(CC1)C)F)NC1=CC(=C(C=C1)Cl)NS(=O)(=O)C(C)(C)C 5-Chloro-N4-(4-chloro-[3-(1,1-dimethylethylsulfonamido)]phenyl)-N2-[4-(4-methylpiperazin-1-yl)-3-fluorophenyl]pyrimidine-2,4-diamine